sodium 5-isopropyl-3,8-dimethylazulene-1-sulfonate C(C)(C)C1=CC2=C(C=C(C2=C(C=C1)C)S(=O)(=O)[O-])C.[Na+]